CN(NOC(C)(C)C)C(=O)NN N'-methyltert-butoxycarbohydrazide